FC(COCCN1C=CC2=CC(=CC=C12)N)(F)F 1-(2-(2,2,2-trifluoroethoxy)ethyl)-1H-indol-5-amine